(R)-(1-(2-(3-(3-(2-(dimethylamino)ethoxy)phenyl)-5-phenyl-1H-pyrazol-1-yl) Acetamido)-3-methylbutyl)borate hydrochloride Cl.CN(CCOC=1C=C(C=CC1)C1=NN(C(=C1)C1=CC=CC=C1)CC(=O)N[C@@H](CC(C)C)OB(O)O)C